C(C1=CC=CC=C1)N1N=C(C=2CCCCC12)C=1C=C2CN(C(C2=CC1)=O)C1C(NC(CC1)=O)=O 3-(5-(1-benzyl-4,5,6,7-tetrahydro-1H-indazol-3-yl)-1-oxoisoindolin-2-yl)piperidine-2,6-dione